ClC1=NC(=NC(=C1)C(C)OC)NC1CCC(CC1)(F)F 4-chloro-N-(4,4-difluorocyclohexyl)-6-(1-methoxyethyl)pyrimidin-2-amine